(E)-ethyl 3-(2-(tert-butyl)pyridinyl)acrylate C(C)(C)(C)C1=NC=CC=C1/C=C/C(=O)OCC